(2E)-3-phenylprop-2-enoic-4-hydroxyphenyl ester OC1=CC=C(C=C1)OC(\C=C\C1=CC=CC=C1)=O